ethyl 1-(4-chlorophenyl)-2,4-dioxopiperidine-3-carboxylate ClC1=CC=C(C=C1)N1C(C(C(CC1)=O)C(=O)OCC)=O